C(C=C)ON1C2C=C(CN(C1=O)C2)N2N=C(C=C2)NC(=O)C2=CN=C(S2)NC(OC(C)(C)C)=O tert-butyl N-[5-[[1-[6-allyloxy-7-oxo-1,6-diazabicyclo[3.2.1]oct-3-en-3-yl]pyrazol-3-yl]carbamoyl]thiazol-2-yl]carbamate